C(CCCC)(=O)N([C@@H](C(C)C)C(=O)O)CC1=CC=C(C=C1)C1=C(C=CC=C1)C1=NN=NN1 N-(1-pentanoyl)N-[[2'-(1H-tetrazol-5-yl)[1,1'-biphenyl]-4-yl]methyl]-L-valine